C/C(/C(=O)OC(CC#C)C1=CC=C(C=C1)OCC1=CC=CC=C1)=C\CC[C@@H](C(=O)NC=1C(N(C=CC1)CC(=O)NC1C2CC3CC(CC1C3)C2)=O)NC(=O)C2=CN=CN2C 1-(4-(benzyloxy)phenyl)but-3-yn-1-ol (S,E)-methyl-7-(1-(2-(2-adamantylamino)-2-oxoethyl)-2-oxo-1,2-dihydropyridin-3-ylamino)-6-(1-methyl-1H-imidazole-5-carboxamido)-7-oxohept-2-enoate